CC=1C=C(C=CC1C(F)(F)F)B(O)O (3-methyl-4-(trifluoromethyl)phenyl)boronic acid